5-methyl-7-(1H-1,2,4-triazol-1-yl)-2-(trifluoromethyl)[1,2,4]triazolo[1,5-a]pyrimidine CC1=NC=2N(C(=C1)N1N=CN=C1)N=C(N2)C(F)(F)F